N-[7-methyl-6-[4-(3-methyltetrahydrofuran-3-yl)piperazin-4-ium-1-yl]-3-isoquinolyl]-2-(2-pyridyl)cyclopropanecarboxamide CC1=C(C=C2C=C(N=CC2=C1)NC(=O)C1C(C1)C1=NC=CC=C1)N1CC[NH+](CC1)C1(COCC1)C